C(C)OC(CCN(SN(C(=O)O\N=C/CSC)C)CC1=CC=CC=C1)=O (Z)-N-benzyl-N-([methyl-(methyl-thioethylideneamino-oxycarbonyl)amino]thio)-beta-alanine ethyl ester